C(CCCCCCCCCC)(=O)O undecylic Acid